(2R,6R)-N-({4-[6-(difluoromethyl)pyridin-2-yl]phenyl}methyl)-4-[(1R)-1-(3-fluoro-4-methylpyridin-2-yl)-3-methoxypropyl]-6-methyl-1-(2-methylpropanoyl)piperazine-2-carboxamide FC(C1=CC=CC(=N1)C1=CC=C(C=C1)CNC(=O)[C@@H]1N([C@@H](CN(C1)[C@H](CCOC)C1=NC=CC(=C1F)C)C)C(C(C)C)=O)F